1-[(R)-1-(2-difluoromethoxy-pyridin-4-yl)-ethyl]-3-spiro[2.3]hex-5-yl-urea FC(OC1=NC=CC(=C1)[C@@H](C)NC(=O)NC1CC2(CC2)C1)F